The molecule is a 2-oxo monocarboxylic acid anion that is the conjugate base of (R)-3-(indol-3-yl)-2-oxobutyric acid, obtained by deprotonation of the carboxy group; major species at pH 7.3. It is a conjugate base of a (R)-3-(indol-3-yl)-2-oxobutyric acid. It is an enantiomer of a (S)-3-(indol-3-yl)-2-oxobutyrate. C[C@H](C1=CNC2=CC=CC=C21)C(=O)C(=O)[O-]